C(C)OC(C(=[N+]=[N-])C1=CC=CC=C1)=O phenyl-diazoacetic acid ethyl ester